(1R,2S)-2-{3-[({1-[(2S)-2-butanyl]-5-[2-(2,4-difluorophenoxy)ethyl]-1H-Pyrrole-2-yl}carbonyl)amino]-4-(trifluoromethyl)phenyl}cyclopropanecarboxylic acid C[C@@H](CC)N1C(=CC=C1CCOC1=C(C=C(C=C1)F)F)C(=O)NC=1C=C(C=CC1C(F)(F)F)[C@@H]1[C@@H](C1)C(=O)O